FC(C(=O)O)(F)F.NC1=NC=NN2C1=NC=C2C=2C=C(C=CC2C#N)S(=O)(=O)NC21CCC(C2)(C1)C#N 3-(4-Aminoimidazo[2,1-f][1,2,4]triazin-7-yl)-4-cyano-N-(4-cyanobicyclo[2.1.1]hexan-1-yl)benzenesulfonamide, Trifluoroacetate Salt